2-[1-[2-(2-chlorophenyl)ethyl]-6-(ethoxycarbonyl)-5-methyl-2,4-dioxo-1H,2H,3H,4H-thieno[2,3-d]pyrimidin-3-yl]acetic acid ClC1=C(C=CC=C1)CCN1C(N(C(C2=C1SC(=C2C)C(=O)OCC)=O)CC(=O)O)=O